5-benzyl-2-((S)-2-hydroxy-2-(4-hydroxyphenyl)ethyl)octa-hydrocyclopenta[c]pyrrol-5-ol C(C1=CC=CC=C1)C1(CC2C(CN(C2)C[C@H](C2=CC=C(C=C2)O)O)C1)O